3-(Trans-4-(2-(5-(benzo[b]thiophen-4-yl)-2,5-diazabicyclo[4.2.0]octan-2-yl)ethyl)cyclohexyl)-1,1-dimethylurea S1C2=C(C=C1)C(=CC=C2)N2CCN(C1CCC21)CC[C@@H]2CC[C@H](CC2)NC(N(C)C)=O